3-[4-[(E)-3-(4-Fluorophenyl)-3-oxoprop-1-enyl]phenoxy]propanoic acid FC1=CC=C(C=C1)C(/C=C/C1=CC=C(OCCC(=O)O)C=C1)=O